[(3R,5S)-1-(8-Methoxy-[1,7]naphthyridin-5-yl)-5-methyl-piperidin-3-yl]-carbamic acid tert-butyl ester C(C)(C)(C)OC(N[C@H]1CN(C[C@H](C1)C)C1=C2C=CC=NC2=C(N=C1)OC)=O